(2-((3-bromo-5-fluorobenzyl)oxy)ethyl)(methyl)carbamic acid tert-butyl ester C(C)(C)(C)OC(N(C)CCOCC1=CC(=CC(=C1)F)Br)=O